2-(5-Methoxyisoindolin-2-yl)pyrimidine-4-carboximidic acid methyl ester COC(=N)C1=NC(=NC=C1)N1CC2=CC=C(C=C2C1)OC